C1(CC1)C1=C(C=CC=C1)C1NCCC1 2-(2-cyclopropylphenyl)pyrrolidin